2-(ethylthio)-6-(6-fluoro-3,4-dihydroisoquinolin-2(1H)-yl)-4-methylpyridin-3-amine-d C(C)SC1=NC(=CC(=C1N[2H])C)N1CC2=CC=C(C=C2CC1)F